S1C(=NC2=C1C=CC=C2)C2=CC=C(C=C2)C(C=CC2=C(C=C(C=C2)Cl)Br)=O 1-(4-(2-benzothiazolyl)-phenyl)-3-(4-chloro-2-bromophenyl)-2-propen-1-one